N-(3-(1H-imidazol-2-yl)phenyl)-5-chloropyrazolo[1,5-a]pyrimidine-3-carboxamide N1C(=NC=C1)C=1C=C(C=CC1)NC(=O)C=1C=NN2C1N=C(C=C2)Cl